CC1=C(C=C(C=C1)NC(C1=NC=CC(=C1)C(F)(F)F)=O)[N+](=O)[O-] N-(4-methyl-3-nitrophenyl)-4-(trifluoromethyl)-picolinamide